2-tert-butoxy-1-(4-chloro-2-pyridyl)ethanone C(C)(C)(C)OCC(=O)C1=NC=CC(=C1)Cl